O.O.O.C(C)(=O)[O-].[Na+] Natrium Acetat Trihydrat